(S)-2-(3-(tosyloxy)propyl)pyrrolidine-1-carboxylic acid tert-butyl ester C(C)(C)(C)OC(=O)N1[C@@H](CCC1)CCCOS(=O)(=O)C1=CC=C(C)C=C1